FC1(CC(C1)C1=CC(=C(C=N1)B(O)O)C1CCC(CC1)(F)F)F [6-(3,3-difluorocyclobutyl)-4-(4,4-difluorocyclohexyl)-3-pyridyl]boronic Acid